O=C1NC2=C(N1)C=CC(=C2)NC(C2=C(C=CC=C2)C2=CC=NC=C2)=O N-(2-oxo-2,3-dihydro-1H-benzo[d]imidazol-5-yl)-2-(pyridin-4-yl)benzamide